Tert-butyl 4-(4-fluoro-1-(1-(4-methoxybenzyl)-2,6-dioxopiperidin-3-yl)-3-methyl-2-oxo-2,3-dihydro-1H-benzo[d]imidazol-5-yl)piperazine-1-carboxylate FC1=C(C=CC=2N(C(N(C21)C)=O)C2C(N(C(CC2)=O)CC2=CC=C(C=C2)OC)=O)N2CCN(CC2)C(=O)OC(C)(C)C